C(C)(C)(C)NC(NC1=CC2=C(N(C([C@H](O2)C)=O)CC2=C(C=CC(=C2)Cl)Cl)C=C1C#N)=O 3-tert-butyl-1-[(2R)-6-cyano-4-[(2,5-dichlorophenyl)methyl]-2-methyl-3-oxo-2H-1,4-benzoxazin-7-yl]urea